NC1=CC=C(C=N1)C1(CCN(CC1)C(=O)OC(C)(C)C)C Tert-Butyl 4-(6-aminopyridin-3-yl)-4-methylpiperidine-1-carboxylate